6-(((1-aminoisoquinolin-6-yl)methyl)amino)picolinic acid NC1=NC=CC2=CC(=CC=C12)CNC1=CC=CC(=N1)C(=O)O